ClC1=C(C=CC=C1Cl)SC=1C=2N(C(=NC1)N1CCC3([C@@H](COC3)N)CC1)C=NN2 (S)-8-(8-((2,3-dichlorophenyl)thio)-[1,2,4]triazolo[4,3-c]pyrimidin-5-yl)-2-oxa-8-azaspiro[4.5]decan-4-amine